tri(2,4-dimethylphenyl)ammonium CC1=C(C=CC(=C1)C)[NH+](C1=C(C=C(C=C1)C)C)C1=C(C=C(C=C1)C)C